C1(CCCC1)N1N=NC2=C1C=CC(=C2)C2=NC(=NO2)C2=CC=C(C=C2)F 1-cyclopentyl-5-[3-(4-fluorophenyl)-1,2,4-oxadiazol-5-yl]-1H-1,2,3-benzotriazole